ClC1=C(C(=O)N(C)C)C=CC(=C1)NC1=NC=C(C(=N1)N[C@H](CO)C1=CC=CC=C1)C=1OC(=NN1)C(C)C 2-chloro-4-[[4-[[(1S)-2-hydroxy-1-phenyl-ethyl]amino]-5-(5-isopropyl-1,3,4-oxadiazol-2-yl)pyrimidin-2-yl]amino]-N,N-dimethyl-benzamide